6-((3-cyanophenyl)oxy)-2-(2-chloro-[1,1'-biphenyl]-3-yl)-5-(((tetrahydro-2H-Pyran-4-yl)amino)methyl)isoindole-1,3-dione C(#N)C=1C=C(C=CC1)OC1=C(C=C2C(N(C(C2=C1)=O)C=1C(=C(C=CC1)C1=CC=CC=C1)Cl)=O)CNC1CCOCC1